ClC=1C=C(C#N)C=CC1S(=O)(=O)N1C[C@]([C@H](C1)S(=O)(=O)C=1SC=CN1)(CO)O 3-chloro-4-(((3r,4s)-3-hydroxy-3-(hydroxymethyl)-4-(thiazol-2-ylsulfonyl)pyrrolidin-1-yl)sulfonyl)benzonitrile